CCCCCCCCCCCCCCCCCCCC(=O)O[C@H](COC(=O)CCCCCCC/C=C\C/C=C\CCCC)COP(=O)(O)OC[C@H](CO)O 1-(9Z,12Z-heptadecadienoyl)-2-eicosanoyl-glycero-3-phospho-(1'-sn-glycerol)